CNC1CC(CC(C1)(CNC)C)(C)C N,3,3,5-tetramethyl-5-((methylamino)methyl)cyclohexan-1-amine